11-tetracosene CCCCCCCCCCC=CCCCCCCCCCCCC